C(C=C)(=O)OCCOC=1C(=C(O)C=CC1C(C)(C)C1=CC=C(C=C1)O)OCCOC(C=C)=O bis(acryloxyethoxy)bisphenol A